CO[C@@H]1CN(CC[C@H]1OC1=CC(=CC=C1)C(F)(F)F)C1=CC(N(C=2C=CC(=NC12)C#N)C)=O |r| (±)-Trans-8-(3-methoxy-4-(3-(trifluoromethyl)phenoxy)piperidin-1-yl)-5-methyl-6-oxo-5,6-dihydro-1,5-naphthyridine-2-carbonitrile